succinimide-d C1(CCC(N1[2H])=O)=O